8-fluoro-guanine FC1=NC=2N=C(NC(C2N1)=O)N